4-((7-(8-ethylnaphthalen-1-yl)-2-((tetrahydro-1H-pyrrolizin-7a(5H)-yl)methoxy)-5,6,7,8-tetrahydropyrido[3,4-d]pyrimidin-4-yl)amino)-1-(1-methyl-1H-pyrazol-4-yl)pyrrolidin-2-one C(C)C=1C=CC=C2C=CC=C(C12)N1CC=2N=C(N=C(C2CC1)NC1CC(N(C1)C=1C=NN(C1)C)=O)OCC12CCCN2CCC1